(2R)-2,3-dihydro-2-phenylimidazo[2,1-B]benzothiazole C1(=CC=CC=C1)[C@H]1N=C2SC3=C(N2C1)C=CC=C3